Methyl 5-fluoro-3-hydroxybenzo[b]thiophene-2-carboxylate FC1=CC2=C(SC(=C2O)C(=O)OC)C=C1